N-(2,2,2-trifluoroacetyl)carbamate FC(C(=O)NC([O-])=O)(F)F